N-((5-methoxy-6-(2-(thiazol-4-yl)ethyl)-1H-indol-2-yl)methyl)-1-methylcyclopropane-1-carboxamide COC=1C=C2C=C(NC2=CC1CCC=1N=CSC1)CNC(=O)C1(CC1)C